(6-iodo-4-(pyridin-4-yl)quinolin-2-yl)-N-methyl-glycine IC=1C=C2C(=CC(=NC2=CC1)N(CC(=O)O)C)C1=CC=NC=C1